7-Deazaadenosine-5'-O-monophosphate P(=O)(O)(O)OC[C@@H]1[C@H]([C@H]([C@@H](O1)N1C=CC=2C(N)=NC=NC12)O)O